CC1=C(C(=C(C1([Hf]C=1CC=2C=C3C(=CC2C1CC)C=CC=C3)C)C)C)C pentamethylcyclopentadienyl(1-ethyl-benz[f]indenyl)hafnium